3-methacrylamido-2-hydroxypropane-sulfonic acid C(C(=C)C)(=O)NCC(CS(=O)(=O)O)O